C(C)C1=C(C(C=2C(=NC(=C(N2)C=C)C)N1CC(=O)N)=O)N1CCN(CC1)C(=O)C1=NC=NC(=C1O)C 2-(6-ethyl-7-(4-(5-hydroxy-6-methylpyrimidine-4-carbonyl)piperazin-1-yl)-3-methyl-8-oxo-2-vinylpyrido[2,3-b]pyrazin-5(8H)-yl)acetamide